FS(C1=CC=C(C=C1)/C=C/C(=O)NCC(=O)N1CC2=CC=C(C=C2CC1)C(=O)OC)(F)(F)(F)F Methyl 2-[2-[[(E)-3-[4-(pentafluoro-λ6-sulfanyl)phenyl]prop-2-enoyl]amino]acetyl]-3,4-dihydro-1H-isoquinoline-6-carboxylate